O1COC2=C1C=CC(=C2)C=2OC(=C(N2)CN2CCC1(CC2)OCC2=CC=CC=C21)C 1'-((2-(benzo[d][1,3]dioxol-5-yl)-5-methyloxazol-4-yl)methyl)-3H-spiro[isobenzofuran-1,4'-piperidine]